OC(CNC1=CC=C(C=C1)C)C1=CNC(O1)=O 5-[1-hydroxy-2-(p-toluylamino)ethyl]-1,3-oxazol-2(3H)-one